FC1(C(C1)(C(=O)O)C=1C=C(C=CC1)C)F 2,2-difluoro-1-(m-tolyl)cyclopropane-1-carboxylic acid